6-(methylsulfonyl)nicotinaldehyde CS(=O)(=O)C1=NC=C(C=O)C=C1